FC1=CC=C(C2=CC=CC=C12)O 4-Fluoronaphthalene-1-ol